7-((2S,5R)-4-(bis(4-fluorophenyl)methyl)-2,5-dimethylpiperazin-1-yl)-5-hydrazineyl-3-(((R)-tetrahydrofuran-2-yl)methyl)-3H-[1,2,3]triazolo[4,5-d]pyrimidine FC1=CC=C(C=C1)C(N1C[C@@H](N(C[C@H]1C)C=1C2=C(N=C(N1)NN)N(N=N2)C[C@@H]2OCCC2)C)C2=CC=C(C=C2)F